C(#N)C=1C=C2CN(CC2=CC1)C=1OC2=C(C=C(C=C2C(C1)=O)C)[C@@H](C)NC1=C(C(=O)O)C=CC=C1 (R)-2-((1-(2-(5-cyanoisoindolin-2-yl)-6-methyl-4-oxo-4H-chromen-8-yl)ethyl)amino)benzoic acid